C(#N)C=1C=NC(=NC1)N[C@H](C(=O)O)CCN(CCCCC1=NC=2NCCCC2C=C1)CCN1N=C(C=C1C)C (S)-2-((5-cyanopyrimidin-2-yl)amino)-4-((2-(3,5-dimethyl-1H-pyrazol-1-yl)ethyl)(4-(5,6,7,8-tetrahydro-1,8-naphthyridin-2-yl)butyl)amino)butanoic acid